1,3-bis(2,6-diisopropylphenyl)-1H-benzo[d]imidazol-3-ium chloride [Cl-].C(C)(C)C1=C(C(=CC=C1)C(C)C)N1C=[N+](C2=C1C=CC=C2)C2=C(C=CC=C2C(C)C)C(C)C